COCCOC1=C(C=O)C=C(C=C1)OC(F)(F)F 2-(2-methoxyethoxy)-5-(trifluoromethoxy)benzaldehyde